C1=CC=CC=2C3=CC=CC=C3C(C12)COC(=O)N(CC(=O)O)CCC(C)C 2-[9H-fluoren-9-yl-methoxycarbonyl-(3-methyl-butyl)amino]acetic acid